3-(1H-Pyrazol-1-yl)piperidine, hydrochloride Cl.N1(N=CC=C1)C1CNCCC1